ClC1=CC(=C(C(=O)NC2CC2)C=C1C=1C=NN(C1)C=1C=NN2C1C=CC=C2)F 4-chloro-N-cyclopropyl-2-fluoro-5-(1-pyrazolo[1,5-a]pyridin-3-yl-1H-pyrazol-4-yl)-benzamide